C(C)(C)(C)OC(N(C)CCN1C(CC2=CC(=CC=C12)N)=O)=O.BrCC1=CC=C(C=C1)N1CCCC1 1-(4-(bromomethyl)phenyl)pyrrolidine tert-butyl-(2-(5-amino-2-oxoindolin-1-yl)ethyl)(methyl)carbamate